3-[2-[4-[(E)-3-(3-chloro-2,4-dihydroxy-phenyl)-3-oxo-prop-1-enyl]phenoxy]ethoxy]cyclobutanecarboxylic acid ClC=1C(=C(C=CC1O)C(/C=C/C1=CC=C(OCCOC2CC(C2)C(=O)O)C=C1)=O)O